(S)-tert-butyl (1-amino-3-((tert-butyldimethylsilyl)oxy)-1-oxopropan-2-yl)carbamate NC([C@H](CO[Si](C)(C)C(C)(C)C)NC(OC(C)(C)C)=O)=O